S(=O)(=O)(O)O.C1=NC=CC=2C(=CC=CC12)S(=O)(=O)O isoquinoline-5-sulfonic acid sulfate salt